3-[3-ethyl-4-(5,6,7,8-tetrahydro-1,8-naphthyridin-4-yloxy)phenyl]-1-[5-(trifluoromethyl)-3-pyridinyl]-2,4-imidazolidinedione C(C)C=1C=C(C=CC1OC1=CC=NC=2NCCCC12)N1C(N(CC1=O)C=1C=NC=C(C1)C(F)(F)F)=O